ClC1=CC=CC=2SC3=CC(=CC=C3C(C12)NC(=O)C=1C(NC(=CC1)C(F)(F)F)=O)Cl N-(1,6-dichloro-9H-thioxanthen-9-yl)-2-oxo-6-(trifluoromethyl)-1,2-dihydropyridine-3-carboxamide